ClC1=NC=C(C(=C1)C1=C(C=NC(=C1)C)C(=O)NC=1SC(=NN1)OCC1CC(C1)O)OC 2'-chloro-N-(5-(((1r,3r)-3-hydroxycyclobutyl)methoxy)-1,3,4-thiadiazol-2-yl)-5'-methoxy-6-methyl-[4,4'-bipyridine]-3-carboxamide